(Z)-(1-(2-(2-butoxyethoxy)ethoxy)prop-1-en-2-yl)benzene C(CCC)OCCOCCO\C=C(\C)/C1=CC=CC=C1